1-(5-(5-amino-2-chloro-4-fluoro-3-methylbenzamido)-2-fluoro-4-((3S,5R)-3,4,5-trimethylpiperazin-1-yl)phenyl)-N-(3-(4-methylpiperazin-1-yl)propyl)-1H-1,2,3-triazole-4-carboxamide NC=1C(=C(C(=C(C(=O)NC=2C(=CC(=C(C2)N2N=NC(=C2)C(=O)NCCCN2CCN(CC2)C)F)N2C[C@@H](N([C@@H](C2)C)C)C)C1)Cl)C)F